7-isopropyl-11-oxo-2,6,7,11-tetrahydro-1H-furo[2,3-H]pyrido[2,1-a]phthalazine-10-carboxylic acid C(C)(C)N1N2C(C=3C4=C(C=CC3C1)OCC4)=CC(C(=C2)C(=O)O)=O